ethyl 2-(aminomethyl)-1,3-thiazole-5-carboxylate NCC=1SC(=CN1)C(=O)OCC